CC(CC(C)OCCCNCCCC=1NC=CN1)C N-(3-(4-methylpent-2-yloxy)propyl)-3-(imidazolyl)propan-1-amine